7-amino-N-((3-fluoro-2-pyridinyl)methyl)-6-methyl-N-((5-(trifluoromethyl)-2-pyridinyl)methyl)-1,8-naphthyridine-3-carboxamide NC1=C(C=C2C=C(C=NC2=N1)C(=O)N(CC1=NC=C(C=C1)C(F)(F)F)CC1=NC=CC=C1F)C